Diacetoxydimethylsilan C(C)(=O)O[Si](C)(C)OC(C)=O